(S)-4-(5-(5-fluoro-2-methoxypyridin-4-yl)-1H-pyrazole-3-carbonyl)-N-((1r,4S)-4-(2-hydroxyethoxy)-4-(trifluoromethyl)cyclohexyl)-4-azaspiro[2.5]octane-7-carboxamide FC=1C(=CC(=NC1)OC)C1=CC(=NN1)C(=O)N1C2(CC2)C[C@H](CC1)C(=O)NC1CCC(CC1)(C(F)(F)F)OCCO